8-chloro-1-(2,6-dichloro-4-fluorophenyl)-2-methyl-5-vinyl-1,6-naphthyridin-4(1H)-one ClC=1C=NC(=C2C(C=C(N(C12)C1=C(C=C(C=C1Cl)F)Cl)C)=O)C=C